(S)- and (R)-2-(1-((4-carboxyphenyl)amino)-3-cyclopropyl-1-oxopropan-2-yl)-5-(3-chloro-6-(difluoromethyl)-2-fluorophenyl)pyridine 1-oxide C(=O)(O)C1=CC=C(C=C1)NC([C@@H](CC1CC1)C1=[N+](C=C(C=C1)C1=C(C(=CC=C1C(F)F)Cl)F)[O-])=O |r|